OC1=C(C=C(C=C1)C(C)(C)C)N1N=C2C(=N1)C=CC(=C2)Cl 2-(2'-hydroxy-5'-t-butylphenyl)-5-chlorobenzotriazole